[Na].C(CCCCCCCCCCCCCCC)N(CCS(=O)(=O)O)C cetyl-methyl-taurine sodium